C(C)(C)(C)OC(=O)NCCCNC(=O)C=1C=CC(=C(C1)C1=CC(=CC=C1OCCCCCC)C(=O)OC)OCCCCCC Methyl 5'-((3-((tert-butoxycarbonyl)amino)propyl)carbamoyl)-2',6-bis(hexyloxy)-[1,1'-biphenyl]-3-carboxylate